(4-(5-bromo-4-chloro-3-cyanopyridin-2-yl)benzyl)-5-fluoro-2-methoxybenzamide BrC=1C(=C(C(=NC1)C1=CC=C(CC=2C(=C(C(=O)N)C=C(C2)F)OC)C=C1)C#N)Cl